CNC(=O)[C@H]1N(CCC1)C=1N=C(C2=C(N1)C=CO2)NC=2N=CN(C2)C2=CC(=C(C(=C2)OC)OC)OC (S)-N-methyl-1-(4-((1-(3,4,5-trimethoxyphenyl)-1H-imidazol-4-yl)amino)furo[3,2-d]pyrimidin-2-yl)pyrrolidine-2-carboxamide